ClC=1C=CC2=C(N(CC(O2)C(=O)NC23CC(C2)(C3)NC(COC3=CC(=C(C=C3)Cl)F)=O)CC(C)(C)OC)C1 6-chloro-N-{3-[2-(4-chloro-3-fluorophenoxy)acetamido]bicyclo[1.1.1]pentan-1-yl}-4-(2-methoxy-2-methylpropyl)-3,4-dihydro-2H-1,4-benzoxazine-2-carboxamide